BrC1=C(N=C2C(=CC=NC2=C1)OC1=C(C=C(C=C1)NC(=O)C1=C(NC(=C(C1=O)C1=CC=C(C=C1)F)C)C)F)OC N-(4-((7-bromo-6-methoxy-1,5-naphthyridin-4-yl)oxy)-3-fluorophenyl)-5-(4-fluorophenyl)-2,6-dimethyl-4-oxo-1,4-dihydropyridine-3-carboxamide